1-[2-[6-(1-cyanocyclopropyl)-3-ethylsulfonyl-imidazo[1,2-a]pyridin-2-yl]-3-oxo-isoindolin-5-yl]cyclopropanecarbonitrile C(#N)C1(CC1)C=1C=CC=2N(C1)C(=C(N2)N2CC1=CC=C(C=C1C2=O)C2(CC2)C#N)S(=O)(=O)CC